PROPYLENE GLYCOL DIBENZOATE C(C1=CC=CC=C1)(=O)OCC(C)OC(C1=CC=CC=C1)=O